The molecule is a 6-methoxy-11-methyl-1,3,4,9,10,10a-hexahydro-2H-10,4a-(epiminoethano)phenanthrene in which the sterocenters at positions 4a, 10 and 10a have S-configuration. It is a prodrug of dextrorphan and used as an antitussive drug for suppressing cough. It has a role as a NMDA receptor antagonist, a neurotoxin, a xenobiotic, an environmental contaminant, an antitussive, a prodrug and a oneirogen. It derives from a dextrorphan. It is an enantiomer of a levomethorphan. CN1CC[C@@]23CCCC[C@@H]2[C@@H]1CC4=C3C=C(C=C4)OC